(R)-3-methyl-4-(8-(6-methylpyridin-3-yl)-3-(1H-pyrazol-5-yl)imidazo[1,2-b]pyridazin-6-yl)morpholine C[C@H]1N(CCOC1)C=1C=C(C=2N(N1)C(=CN2)C2=CC=NN2)C=2C=NC(=CC2)C